[Si](C)(C)(C(C)(C)C)OC[C@H]1N(CCC1)C1=C2C(=NC(=N1)Cl)N(N=C2C)[C@H]2C[C@H](C2)NC(OC(C)(C)C)=O tert-butyl ((cis)-3-(4-((S)-2-(((tert-butyldimethylsilyl)oxy)methyl)pyrrolidin-1-yl)-6-chloro-3-methyl-1H-pyrazolo[3,4-d]pyrimidin-1-yl)cyclobutyl)carbamate